ClC=1N(N=C2C(N(CCC21)C2=C(C(=CC=C2)Cl)F)=O)CC2=CC=C(C=C2)F 3-chloro-6-(3-chloro-2-fluorophenyl)-2-(4-fluorobenzyl)-2,4,5,6-tetrahydro-7H-pyrazolo[3,4-c]pyridin-7-one